1-[2-[(2,4-dimethylphenyl)thio]phenyl]piperazine hydrobromide Br.CC1=C(C=CC(=C1)C)SC1=C(C=CC=C1)N1CCNCC1